1,3,5-tris(trimethylsilylethynyl)benzene C[Si](C)(C)C#CC1=CC(=CC(=C1)C#C[Si](C)(C)C)C#C[Si](C)(C)C